C(C)(C)(C)OC(=O)N1CC(CC1)C(C1=C(C=C(C(=C1)Cl)Cl)OCC=C)=O 3-[4,5-dichloro-2-(prop-2-en-1-yloxy)benzoyl]Pyrrolidine-1-carboxylic acid tert-butyl ester